N-[3-(Hexadecan-1-sulfonylamino)propionyl]-4-(R)-(aminoethyl)-L-prolyl-S-farnesyl-L-cysteine methyl ester COC([C@@H](NC([C@H]1N(C[C@@H](C1)CCN)C(CCNS(=O)(=O)CCCCCCCCCCCCCCCC)=O)=O)CSCC=C(C)CCC=C(C)CCC=C(C)C)=O